C(C)(C)(C)S(=O)(=O)N1C2(CCC2)CC(C1)N1CC2C(C=3C=C(C=CC13)Cl)C2 3-(5-(tert-butylsulfonyl)-5-azaspiro[3.4]octan-7-yl)-6-chloro-1a,2,3,7b-tetrahydro-1H-cyclopropa[c]quinoline